OC1CC2=CC=CC=C2C12CCN(CC2)C(=O)OC(C)(C)C tert-butyl 2-hydroxy-2,3-dihydrospiro[indene-1,4'-piperidine]-1'-carboxylate